1,1,3,3,5,5-hexamethyl-hexyl n-pentyl ether C(CCCC)OC(CC(CC(C)(C)C)(C)C)(C)C